6-methyl-3-(prop-2-ynyl)-1,2,3,4-tetrahydroquinazoline-2,4-dione CC=1C=C2C(N(C(NC2=CC1)=O)CC#C)=O